2'-(ethylenedithio)diethyl mercaptan C(CSCCS)SCCS